(3R,4S)-3-amino-4-(3-boronopropyl)-1-(((S)-1,2,3,4-tetrahydroisoquinolin-3-yl)methyl)pyrrolidine-3-carboxylic acid N[C@]1(CN(C[C@@H]1CCCB(O)O)C[C@H]1NCC2=CC=CC=C2C1)C(=O)O